methyl N-(2-bromothiazole-4-carbonyl)-O-(tert-butyldimethylsilyl)-L-serinate BrC=1SC=C(N1)C(=O)N[C@@H](CO[Si](C)(C)C(C)(C)C)C(=O)OC